1-[4-Cyano-2-fluoro-5-(2-methylphenoxy)phenyl]-2,6-dioxo-1,2,3,6-tetrahydropyrimidine-4-carboxylic acid C(#N)C1=CC(=C(C=C1OC1=C(C=CC=C1)C)N1C(NC(=CC1=O)C(=O)O)=O)F